ClC(=O)OCCl chloromethyl chloroformate